3-(3-((tert-butyldimethylsilyl)oxy)phenyl)-1-methyl-4-(4,4,5,5-tetramethyl-1,3,2-dioxaborolan-2-yl)-1H-pyrazole [Si](C)(C)(C(C)(C)C)OC=1C=C(C=CC1)C1=NN(C=C1B1OC(C(O1)(C)C)(C)C)C